CC1=C(C=CC=C1)P(O)(=O)C1=CC=CC=C1 methyl-diphenyl-phosphinic acid